O1C(=CC=C1)C1=NN=C(S1)N 5-(2-furyl)-1,3,4-thiadiazol-2-amine